glycerol tris(heptyl undecanoate) C(CCCCCC)C(C(=O)OCC(OC(C(CCCCCCCCC)CCCCCCC)=O)COC(C(CCCCCCCCC)CCCCCCC)=O)CCCCCCCCC